4-(5-(tert-butoxy)pyridin-2-yl)-N-(3-chloro-5-(methylsulfonyl)phenyl)-5-methylthiophene-2-carboxamide C(C)(C)(C)OC=1C=CC(=NC1)C=1C=C(SC1C)C(=O)NC1=CC(=CC(=C1)S(=O)(=O)C)Cl